N-(2-(7-methyl-2-((6-(4-methylpiperazin-1-yl)pyridin-3-yl)amino)quinazolin-8-yl)pyridin-4-yl)acrylamide CC1=CC=C2C=NC(=NC2=C1C1=NC=CC(=C1)NC(C=C)=O)NC=1C=NC(=CC1)N1CCN(CC1)C